prop-2-enoic acid-2-methylprop-2-yl ester CC(C)(C)OC(C=C)=O